4-(6-(3,6-diazabicyclo[3.1.1]heptan-3-yl)pyridin-3-yl)-6-hydroxypyrazolo[1,5-a]pyridine-3-carbonitrile trifluoroacetate FC(C(=O)O)(F)F.C12CN(CC(N1)C2)C2=CC=C(C=N2)C=2C=1N(C=C(C2)O)N=CC1C#N